ClC1=NN=C2N1C1=CC=CC=C1C(=N2)N(C)C2=CC=CC(=N2)C=2C=NC(=CC2)C(C)(F)F chloro-N-(6'-(1,1-difluoroethyl)-[2,3'-bipyridin]-6-yl)-N-methyl-[1,2,4]triazolo[4,3-a]quinazolin-5-amine